[(diphenyl-d10)triazinyl][(phenyl-d5)dibenzoselenophenyl-d6]benzene-d3 C1(C(C(C(C(C1[2H])([2H])[2H])([2H])[2H])([2H])[2H])([2H])[2H])([2H])C1=C(C(=NN=N1)C=1C(=C(C(=C(C1)[2H])[2H])[2H])C1=C(C(=C2C(C3=C([Se]2)C(=C(C(=C3[2H])[2H])[2H])[2H])=C1C1=C(C(=C(C(=C1[2H])[2H])[2H])[2H])[2H])[2H])[2H])C1(C(C(C(C(C1[2H])([2H])[2H])([2H])[2H])([2H])[2H])([2H])[2H])[2H]